5,7-dichloropyrrolo[2,1-f][1,2,4]triazin ClC=1C=C(N2N=CN=CC21)Cl